6-chloro-1-isopropyl-3-methyl-1H-pyrazolo[3,4-d]pyrimidine ClC1=NC=C2C(=N1)N(N=C2C)C(C)C